C(#N)C1=C(C=C(C=C1)N1C(OC(C1)COC1=CC=C(C=C1)NS(=O)(=O)C)C(F)(F)F)C(F)(F)F N-(4-((3-(4-Cyano-3-(trifluoromethyl)phenyl)-2-(trifluoromethyl)oxazolidin-5-yl)methoxy)phenyl)methansulfonamid